ClC=1C=C(C=CC1N1C(N(CC1)C)=O)C1=C(C(=CC=C1)C=1C=C(C(N(C1)C)=O)N1CCN(CC1)C(=O)OC(C)(C)C)OC tert-butyl 4-(5-(3'-chloro-2-methoxy-4'-(3-methyl-2-oxoimidazolidin-1-yl)-[1,1'-biphenyl]-3-yl)-1-methyl-2-oxo-1,2-dihydropyridin-3-yl)piperazine-1-carboxylate